(1R,9S)-1-((R)-1-acetamido-3-hydroxypropyl)-9-ethyl-5-fluoro-4-methyl-10,13-dioxo-2,3,9,10,13,15-hexahydro-1H,12H-benzo[de]pyrano[3',4':6,7]indolizino[1,2-b]quinolin-9-yl acetate C(C)(=O)O[C@@]1(C(OCC=2C(N3CC=4C(=NC=5C=C(C(=C6C5C4[C@@H](CC6)[C@@H](CCO)NC(C)=O)C)F)C3=CC21)=O)=O)CC